5-Chloro-2-(1-methyl-1H-pyrazol-4-yl)pyrido[4,3-e][1,2,4]triazolo[1,5-c]pyrimidine ClC1=NC2=C(C=3N1N=C(N3)C=3C=NN(C3)C)C=CN=C2